3-piperazin-1-ylbenzonitrile N1(CCNCC1)C=1C=C(C#N)C=CC1